COC([C@@H](N)CCC(=O)OC)=O L-Glutamic acid dimethyl ester